C(#N)C=1C=C2C=C(NC2=CC1)C(=O)N(C)[C@@H]1COCC=2NC(C=3C=C(C=CC3C21)F)=O (S)-5-cyano-N-(8-fluoro-6-oxo-1,4,5,6-tetrahydro-2H-pyrano[3,4-c]isoquinolin-1-yl)-N-methyl-1H-indole-2-carboxamide